tert-Butyl (2R,3R)-2-(2-chloro-5-fluoro-3-methyl-phenyl)-3-hydroxy-pyrrolidine-1-carboxylate ClC1=C(C=C(C=C1C)F)[C@H]1N(CC[C@H]1O)C(=O)OC(C)(C)C